N1=C(N=C(C=C1)C1=CC=2C(NCCC2N1)=O)C1=NC=NC=C1 2-{[2,4'-bipyrimidin]-4-yl}-1H,5H,6H,7H-pyrrolo[3,2-c]pyridin-4-one